(3-hydroxypropyl)-1-(2-morpholinoethyl)-3,4-dihydroquinolin-2(1H)-one OCCCC1C(N(C2=CC=CC=C2C1)CCN1CCOCC1)=O